ClC1=NC=CC2=C1SC1=C2C=CC(=C1)F 1-chloro-7-fluorobenzo[4,5]thieno[2,3-c]pyridine